TMS-propynyl-silane [Si](C)(C)(C)[SiH2]C#CC